ClC1=C(C(=O)NC2(CC2)C#N)C=C(C=C1)C=1C=NN(C1)C=1N(C(=C(C1Br)Br)SC(F)(F)F)C 2-chloro-N-(1-cyanocyclopropyl)-5-[1-[3,4-dibromo-1-methyl-5-(trifluoromethylsulfanyl)pyrrol-2-yl]pyrazol-4-yl]benzamide